pyrimidine-5-carboxamide N1=CN=CC(=C1)C(=O)N